dioxazolanyl α-allyloxymethylacrylate C(C=C)OCC(C(=O)ON1OOCC1)=C